C1(CC1)N1C(N([C@H](C1=O)C(C)C)C=1N=C2N(CCOC3=C2C=CC(=C3)N3[C@@H](CCC3)C(=O)N)C1)=O (2S)-1-(2-((5S)-3-cyclopropyl-5-isopropyl-2,4-dioxoimidazolidin-1-yl)-5,6-dihydrobenzo[f]imidazo[1,2-d][1,4]oxazepin-9-yl)pyrrolidine-2-carboxamide